OCCCC1=CC=CC=2N(C(N(C21)C)=O)C2C(NC(CC2)=O)=O 3-[4-(3-hydroxypropyl)-3-methyl-2-oxo-benzimidazol-1-yl]piperidine-2,6-dione